tert-butyl 3-(4-(2-chloro-3-fluorophenyl)piperidine-1-carbonyl)-1,4,6,7-tetrahydro-5H-pyrazolo[4,3-c]pyridine-5-carboxylate ClC1=C(C=CC=C1F)C1CCN(CC1)C(=O)C1=NNC2=C1CN(CC2)C(=O)OC(C)(C)C